BrCC(F)(F)F 2-bromo-1,1,1-trifluoro-ethane